CN(CCOC1=NC2=C(C=CC(=C2C=N1)N1C[C@H](N([C@H](C1)C)C(=O)OC(C)(C)C)C)C(NC1=CC2=CN(N=C2C(=C1)F)C)=O)C tert-butyl (2R,6S)-4-[2-[2-(dimethylamino)ethoxy]-8-[(7-fluoro-2-methyl-indazol-5-yl)carbamoyl]quinazolin-5-yl]-2,6-dimethyl-piperazine-1-carboxylate